3-(methylsulfonyl)-2-oxoimidazolidine CS(=O)(=O)N1C(NCC1)=O